NC(C)C=1N(S(C2=C(C1)C=CC=C2Cl)(=O)=O)C2=CC=CC=C2 3-(1-aminoethyl)-8-chloro-2-phenyl-2H-benzo[e][1,2]thiazine 1,1-dioxide